C[Si](N(CC)CC)(N(CC)CC)C dimethyl-bis(diethylamino)silane